COCCC1(CCCC1)C(=O)N (2-methoxyethyl)cyclopentane-1-carboxamide